O1CCC12CCCNC2 1-oxa-8-azaspiro[3.5]nonan